N1=C(C=CC=C1)NS(=O)(=O)C1=CC=CC=C1 p-(2-pyridylaminosulfonyl)benzene